7-[[5-(4-methylpiperazin-1-yl)-2-pyridyl]amino]-4-(1H-pyrrolo[2,3-b]pyridin-3-yl)isoindolin-1-one CN1CCN(CC1)C=1C=CC(=NC1)NC=1C=CC(=C2CNC(C12)=O)C1=CNC2=NC=CC=C21